C(C1=CC=CC=C1)O[C@H]1[C@H]([C@@H](OCCN=[N+]=[N-])O[C@H]([C@@H]1OCC1=CC=CC=C1)C)O 2-Azidoethyl 3,4-di-O-benzyl-β-L-rhamnopyranoside